(R)-4-amino-7-fluoro-3-methyl-N-(1-methyl-1H-pyrazol-4-yl)-N-((S)-6-(trifluoromethyl)-2,3-dihydrobenzofuran-3-yl)-1,3-dihydrofuro[3,4-c]quinolin-8-carboxamide NC1=NC=2C=C(C(=CC2C2=C1[C@H](OC2)C)C(=O)N([C@@H]2COC1=C2C=CC(=C1)C(F)(F)F)C=1C=NN(C1)C)F